Tert-butyl (2S)-2-((5-chloro-2,4-difluorophenyl)aminocarbonyl)-4-cyclopropyl-3,4-dihydroxypyrrolidine-1-carboxylate ClC=1C(=CC(=C(C1)NC(=O)[C@H]1N(CC(C1O)(O)C1CC1)C(=O)OC(C)(C)C)F)F